1,1,3,3,5,5,7,7-Octaphenyl-4,6,8-trioxa-1,3-distanna-5,7-disilacyclooctane C1(=CC=CC=C1)[Sn]1(C[Sn](O[Si](O[Si](O1)(C1=CC=CC=C1)C1=CC=CC=C1)(C1=CC=CC=C1)C1=CC=CC=C1)(C1=CC=CC=C1)C1=CC=CC=C1)C1=CC=CC=C1